6-methoxy-2-(2-methoxyphenyl)chromen-4-one COC=1C=C2C(C=C(OC2=CC1)C1=C(C=CC=C1)OC)=O